NCC1=CC(=C(C(=C1)C)NC(=O)C1=CC2=C(OCCC3=C2SC=C3)C=C1C=1C(=NC(=CC1)C(NC1(CCCC1)C)=O)C(=O)O)C 3-(9-((4-(aminomethyl)-2,6-dimethylphenyl)carbamoyl)-4,5-dihydrobenzo[b]thieno[2,3-d]oxepin-8-yl)-6-((1-methylcyclopentyl)carbamoyl)picolinic acid